N1=CC=C(C=C1)C=1C2=C(N=C(N1)N1CCOCC1)N(CC2)C2CCOCC2 4-(4-(pyridin-4-yl)-7-(tetrahydro-2H-pyran-4-yl)-6,7-dihydro-5H-pyrrolo[2,3-d]pyrimidin-2-yl)morpholine